7-(1-Cyclohexylethyl)-6-methyl-decahydropyrido[3,4-d]pyrimidin-4-ol C1(CCCCC1)C(C)N1CC2NCNC(C2CC1C)O